3-((7-chloro-6-((5-fluoropyrazolo[1,5-a]pyridin-3-yl)oxy)-1-methyl-1H-imidazo[4,5-b]pyridin-2-yl)amino)-1-(3-hydroxycyclobutyl)-5-(trifluoromethyl)pyridin-2(1H)-one ClC1=C2C(=NC=C1OC=1C=NN3C1C=C(C=C3)F)N=C(N2C)NC=2C(N(C=C(C2)C(F)(F)F)C2CC(C2)O)=O